N-methyl-(tert-butoxy)carbohydrazide CN(NC(=O)NN)OC(C)(C)C